C(C1=CC=CC=C1)(=O)C=1C=C(C=CC1)C(C(=O)N1C=CC2=C1N=CN=C2N2C[C@]1([C@H](CN1C(CC#N)=O)C)CC2)C 3-((3S,4R)-6-(7-(2-(3-benzoylphenyl)propanoyl)-7H-pyrrolo[2,3-d]pyrimidin-4-yl)-3-methyl-1,6-diazaspiro[3.4]oct-1-yl)-3-oxopropanenitrile